N-(3-methoxyphenyl)-N,2-dimethylbut-2-enamide COC=1C=C(C=CC1)N(C(C(=CC)C)=O)C